2-((nonylcarbamoyl)oxy)ethyl acrylate C(C=C)(=O)OCCOC(NCCCCCCCCC)=O